C(CCCC)C1=C(C(=C(C=C1)O)[C@H]1[C@@H](CCC(C1)C(F)(F)F)C(C)C)O pentyl-2-[(1R,2S)-2-(propan-2-yl)-5-(trifluoromethyl)cyclohexyl]benzene-1,3-diol